2-amino-9-((2r,3r,5s)-3-hydroxy-5-((S)-1-hydroxypropyl)tetrahydrofuran-2-yl)-7-(2-(methylsulfonyl)ethyl)-7,9-dihydro-8H-purin-8-one NC1=NC=C2N(C(N(C2=N1)[C@@H]1O[C@@H](C[C@H]1O)[C@H](CC)O)=O)CCS(=O)(=O)C